FC1=C(C=C(C=C1)F)O 2,5-difluoro-phenol